4-benzazepine C=1NC=CC=C2C1C=CC=C2